(S)-2-((4-((2-hydroxy-1-phenylethyl)amino)-5-(1,2,4-oxadiazol-5-yl)pyridin-2-yl)amino)-6,7,7-trimethyl-6,7-dihydro-5H-pyrrolo[3,4-d]pyrimidin-5-one OC[C@H](C1=CC=CC=C1)NC1=CC(=NC=C1C1=NC=NO1)NC=1N=CC2=C(N1)C(N(C2=O)C)(C)C